3-((2S)-2-hydroxy-3-(8-(5-phenylthiophen-2-ylsulfonyl)-1-oxa-8-azaspiro[4.5]decan-3-ylamino)propoxy)-N,N-dimethylbenzenesulfonamide O[C@H](COC=1C=C(C=CC1)S(=O)(=O)N(C)C)CNC1COC2(C1)CCN(CC2)S(=O)(=O)C=2SC(=CC2)C2=CC=CC=C2